(2,5-dichloropyrimidin-4-yl)pyrazolo[1,5-a]pyridine ClC1=NC=C(C(=N1)C1=NN2C(C=CC=C2)=C1)Cl